S-sulfanyl-cysteine SSC[C@H](N)C(=O)O